N1=CN=CC(=C1)NC(=O)C=1C=C(C2=C(CCO2)C1)C(=O)N N5-(pyrimidin-5-yl)-2,3-dihydrobenzofuran-5,7-dicarboxamide